FC1=C(C=C(C=C1B1OC(C(O1)(C)C)(C)C)OC1COC1)C=1C(=NN(C1C)C)C 4-(2-fluoro-5-(oxetan-3-yloxy)-3-(4,4,5,5-tetramethyl-1,3,2-dioxaborolan-2-yl)phenyl)-1,3,5-trimethyl-1H-pyrazole